2-(3-amino-2-chloro-6-fluorophenyl)-N-methylimidazo[1,5-b]pyridazine-5-carboxamide NC=1C(=C(C(=CC1)F)C=1C=CC=2N(N1)C=NC2C(=O)NC)Cl